(s)-3-(4-((4-((4-((2-methoxyethoxy)methyl)piperidin-1-yl)methyl)benzyl)oxy)-1-oxoisoindolin-2-yl)piperidine-2,6-dione COCCOCC1CCN(CC1)CC1=CC=C(COC2=C3CN(C(C3=CC=C2)=O)[C@@H]2C(NC(CC2)=O)=O)C=C1